Cl.Cl.N=1C(C(N=CC1)=O)=O Pyrazine-2,3-dione dihydrochloride